tert-butyl (3S,5S)-3-amino-5-fluoropiperidin-1-carboxylate N[C@@H]1CN(C[C@H](C1)F)C(=O)OC(C)(C)C